Methyl 2-(3-(5-amino-3-((4-cyanophenyl)amino)-1H-1,2,4-triazole-1-carboxamido)phenoxy)acetate NC1=NC(=NN1C(=O)NC=1C=C(OCC(=O)OC)C=CC1)NC1=CC=C(C=C1)C#N